methyl N-methyl-N-(5-((R)-1-tritylaziridine-2-carboxamido)picolinoyl)-L-valinate CN([C@@H](C(C)C)C(=O)OC)C(C1=NC=C(C=C1)NC(=O)C1[N@@](C1)C(C1=CC=CC=C1)(C1=CC=CC=C1)C1=CC=CC=C1)=O